ClC=1C=C(C=CC1C(F)(F)F)C(=CC(C(C(F)(F)F)(F)F)=O)NC1=C(C=CC=C1)NC=CC(C(F)(F)F)=O 1-(3-chloro-4-(trifluoromethyl)phenyl)-4,4,5,5,5-pentafluoro-1-((2-((4,4,4-trifluoro-3-oxobut-1-en-1-yl)amino)phenyl)amino)pent-1-en-3-one